N-((2R,3S)-2-((((CIS)-4-phenylcyclohexyl)oxy)methyl)-1-(1,2,4-thiadiazol-5-yl)pyrrolidin-3-yl)methanesulfonamide C1(=CC=CC=C1)[C@H]1CC[C@H](CC1)OC[C@@H]1N(CC[C@@H]1NS(=O)(=O)C)C1=NC=NS1